ClC1=NC2=CC(=CC=C2C(=N1)N1[C@@H](CCC1)CO)C (S)-(1-(2-chloro-7-methyl-quinazolin-4-yl)pyrrolidin-2-yl)methanol